2-(2-amino-4-hydroxy-5-methylphenyl)diazepin NC1=C(C=C(C(=C1)O)C)N1N=CC=CC=C1